tetracosane-15-enoate C(CCCCCCCCCCCCCC=CCCCCCCCC)(=O)[O-]